CCNCCOCCOCCOCCC(=O)O 6,9,12-trioxa-3-azapentadecan-15-oic acid